2-(((3-chloropyrazin-2-yl)oxy)methyl)-6-cyclopropylimidazo[1,2-a]pyridine ClC=1C(=NC=CN1)OCC=1N=C2N(C=C(C=C2)C2CC2)C1